N5-(3-cyano-4-fluorophenyl)-6-methyl-N3-[(2R)-1,1,1-trifluoropropan-2-yl]-4H,5H,6H,7H-[1,2]oxazolo[4,3-c]pyridine-3,5-dicarboxamide C(#N)C=1C=C(C=CC1F)NC(=O)N1CC=2C(CC1C)=NOC2C(=O)N[C@@H](C(F)(F)F)C